ClC=1C=C(C[C@]2(C[C@H](CC2)NS(=O)(=O)C)C(=O)[O-])C=CC1 |o1:5,7| (1R*,3S*)-1-(3-chlorobenzyl)-3-(methylsulfonamido)cyclopentane-1-carboxylate